C(C)C1=NNC2=CC=C(C=C12)C1=CN=C2N1N=C(C=C2)N2CC1CCC(C2)O1 3-(3-(3-ethyl-1H-indazol-5-yl)imidazo[1,2-b]pyridazin-6-yl)-8-oxa-3-azabicyclo[3.2.1]octane